ClC1=CC=C(C=C1)C(C(N1CCC2=CC=C(C=C12)OC(F)(F)F)=O)NC=1C=C(OCCCC(=O)OC(C)(C)C)C=C(C1)OC tert-butyl 4-(3-((1-(4-chlorophenyl)-2-oxo-2-(6-(trifluoro-methoxy)indolin-1-yl)ethyl)amino)-5-methoxyphenoxy)butanoate